C1(CC1)NC1=NC=NC(=C1)N[C@@H]1CNCC1 (S)-N4-cyclopropyl-N6-(pyrrolidin-3-yl)pyrimidine-4,6-diamine